C(C)OC1=CC=C(C=C1)N1C(C2(CC2)C(N1C1=CC=C(C=C1)OCC)=O)=O 5,6-Bis(4-ethoxyphenyl)-5,6-diazaspiro[2.4]heptane-4,7-dione